COC=1C=C(C=CC1NCC#C)S(=O)(=O)N(C)C 3-methoxy-N,N-dimethyl-4-(prop-2-yn-1-ylamino)benzenesulfonamide